(S)-hydroxy-5β-cholan-24-oate O[C@H](C(=O)[O-])C[C@@H](C)[C@H]1CC[C@H]2[C@@H]3CC[C@@H]4CCCC[C@]4(C)[C@H]3CC[C@]12C